C(C)N1C2=CC=C(C=C2C=2C=C(C=CC12)C(C)=O)C(C1=C(C=CC=C1)C)=O 1-[9-ethyl-6-(2-methylbenzoyl)-9H-carbazole-3-yl]ethaneon